ClC1=NC=C(C(=N1)O[C@@H]1[C@@H](CCC1)O)C cis-2-((2-chloro-5-methylpyrimidin-4-yl)oxy)cyclopentan-1-ol